4-(ethylthio)benzoyl chloride C(C)SC1=CC=C(C(=O)Cl)C=C1